((R)-1-((2R,3S)-3-methoxy-2-(pyrazine-2-carboxamido)butanamido)-3-phenoxypropyl)boronic acid CO[C@H]([C@H](C(=O)N[C@@H](CCOC1=CC=CC=C1)B(O)O)NC(=O)C1=NC=CN=C1)C